6-(2-ethoxyphenyl)-3-((R)-2-ethyl-4-(1-(trifluoromethyl)cyclobutane-1-carbonyl)piperazin-1-yl)-N-((S)-quinuclidin-3-yl)picolinamide C(C)OC1=C(C=CC=C1)C1=CC=C(C(=N1)C(=O)N[C@@H]1CN2CCC1CC2)N2[C@@H](CN(CC2)C(=O)C2(CCC2)C(F)(F)F)CC